(5'S,7a'R)-1-[3-(dimethylamino)benzene-1-carbonyl]-5'-phenyltetrahydro-3'H-spiro[piperidine-4,2'-pyrrolo[2,1-b][1,3]oxazol]-3'-one CN(C=1C=C(C=CC1)C(=O)N1CCC2(C(N3[C@H](O2)CC[C@H]3C3=CC=CC=C3)=O)CC1)C